FC(S(=O)(=O)[O-])(F)F.C(C)N1C[N+](C=C1)(C)CC 1-ethyl-3-1-ethyl-3-methylimidazolium trifluoromethanesulfonate